ClC=1C(=NC(=NC1)NC1=C(C=C(C(=O)NC2=CC(=CC=C2)C#N)C=C1)OC)C=1C=NN(C1)C(C)C 4-((5-chloro-4-(1-isopropyl-1H-pyrazol-4-yl)pyrimidin-2-yl)amino)-N-(3-cyanophenyl)-3-methoxybenzamide